FC1=NC(=C2N=CN(C2=N1)C1OCC1)NCC1=CC(=C(C(=C1)O)O)O 2-fluoro-6-[(3,4,5-trihydroxybenzyl)amino]-9-(oxetan-2-yl)-9H-purine